C1(CCC1)OC1=CC=C2C(NN=C(C2=C1)CC=1C=CC2=C(C(=NO2)N2CCN(CC2)C2=NC=C(C#N)C=C2)C1)=O 6-(4-(5-((7-cyclobutoxy-4-oxo-3,4-dihydrophthalazin-1-yl)methyl)benzo[d]isoxazol-3-yl)piperazin-1-yl)nicotinonitrile